(S)-1-HYDROXY-N,N-BIS(4-METHOXYBENZYL)PROPANE-2-SULFONAMIDE OC[C@H](C)S(=O)(=O)N(CC1=CC=C(C=C1)OC)CC1=CC=C(C=C1)OC